NC=1C(=NC(=CC1)[Sn](CCCC)(CCCC)CCCC)C(=O)N 3-amino-6-(tributylstannyl)picolinamide